FC1=CC=CC(=N1)C1=CC=C(CN2N=C3N=CN(C(C3=C2NC2=CC=CC=C2)=O)C)C=C1 2-(4-(6-fluoropyridin-2-yl)benzyl)-5-methyl-3-(phenylamino)-2H-pyrazolo[3,4-d]pyrimidin-4(5H)-one